COC1=CC=C(CN2NC=3C=4N(C(CC3C2C(F)(F)F)C)C=NC4)C=C1 2-(4-methoxybenzyl)-5-methyl-3-(trifluoromethyl)-4,5-dihydro-1H-imidazo[1,5-a]pyrazolo[3,4-c]pyridine